O1C2(OCC1)CCC1(CC2)COC2=C(OC1)C=CC=C2 4H-dispiro[benzo[b][1,4]dioxepin-3,1'-cyclohexane-4',2''-[1,3]dioxolane]